(2Z)-3,7-dimethyl-2,6-octadienal C/C(=C/C=O)/CCC=C(C)C